C(C)(C)(C)C1=C(C(=CC=C1)C(C)(C)C)C(O)C(CO)(CO)CO 2,6-di-tert-butylphenyl-pentaerythritol